C(C)(=O)OC=1C(=CC=2C3CC[C@@]4([C@H](CCC4C3CCC2C1)O)C)OC (13S,17S)-17-hydroxy-2-methoxy-13-methyl-7,8,9,11,12,13,14,15,16,17-decahydro-6H-cyclopenta[a]phenanthren-3-yl acetate